bis(cyclopentadienyl)hafnium (IV) dichloride [Cl-].[Cl-].C1(C=CC=C1)[Hf+2]C1C=CC=C1